OCCC1C(=O)NC(C1)=O 2-hydroxy-ethylsuccinimide